4-(4-(hydroxymethyl)phenoxy)benzaldehyde OCC1=CC=C(OC2=CC=C(C=O)C=C2)C=C1